(1S,3s)-3-(3-(6-bromopyrrolo[1,2-b]pyridazin-4-yl)-3,8-diazabicyclo[3.2.1]oct-8-yl)cyclobutane-1-carbonitrile BrC=1C=C2N(N=CC=C2N2C[C@@H]3CCC(C2)N3C3CC(C3)C#N)C1